ClC(C(=O)OCCCC)=C butyl α-chloroacrylate